C(C)N(C=1C=CC=2C(C3=CC=C(C=C3OC2C1)N(CC)CC)=O)CC 3,6-bis(diethylamino)xanthone